N-(2-fluoroethyl)-2-methoxy-5-[3-[4-(trifluoromethyl)phenyl]sulfanylpyrazin-2-yl]benzenesulfonamide FCCNS(=O)(=O)C1=C(C=CC(=C1)C1=NC=CN=C1SC1=CC=C(C=C1)C(F)(F)F)OC